NC1=CC=CC(=N1)S(=O)(=O)NC(=O)C=1C(=NC(=CC1)C1=CC(=CC(=C1)OCC(C)C)F)OCC1OCCC1 N-[(6-Amino-2-pyridyl)sulfonyl]-6-(3-fluoro-5-isobutoxyphenyl)-2-(tetrahydrofuran-2-ylmethoxy)pyridin-3-carboxamid